FC=1C(=NC=C(C1)C(F)(F)F)N1CC2(CC1)CCN(CC2)C(=O)OC(C)(C)C tert-butyl 2-(3-fluoro-5-(trifluoromethyl)pyridin-2-yl)-2,8-diazaspiro[4.5]decane-8-carboxylate